1-(3-(4-ethylphenyl)prop-2-yn-1-yl)-1H-indole C(C)C1=CC=C(C=C1)C#CCN1C=CC2=CC=CC=C12